NCCC[Si](OC)(OC)OC L-3-aminopropyl-trimethoxysilane